isopropyl 6-(3-((benzyloxy)methyl)-4-ethyl-5-oxo-4,5-dihydro-1H-1,2,4-triazol-1-yl)-5-fluoro-2-(1-hydroxy-2-methylpropyl)nicotinate C(C1=CC=CC=C1)OCC1=NN(C(N1CC)=O)C1=NC(=C(C(=O)OC(C)C)C=C1F)C(C(C)C)O